O=C1OC(CC1C1C=C(C2C(C1)C(=O)OC2=O)C)=O 5-(2,5-dioxotetrahydrofuran-3-yl)-3-methyl-3-cyclohexene-1,2-dicarboxylic anhydride